7-((2-(2-methyl-1H-indol-3-yl)ethyl)amino)thiazolo[5,4-d]pyrimidin CC=1NC2=CC=CC=C2C1CCNC=1C2=C(N=CN1)SC=N2